C(C1=CC=CC=C1)(=O)C1=CC(CC2=C(N1)C=C(C=C2)OC)=O 2-benzoyl-8-methoxy-1,5-dihydro-4H-benzo[b]azepine-4-One